C(C)(C)(C)OC(=O)N1N=C(C=C1NC([C@@H](C(C)C)C1=CC(=CC=C1)Br)=O)C1CC1 (S)-5-(2-(3-bromophenyl)-3-methylbutanoylamino)-3-cyclopropyl-1H-pyrazole-1-carboxylic acid tert-butyl ester